N1C=NC=C1.C(C)N1C=[N+](C=C1)C 1-ethyl-3-methylimidazolium imidazole salt